1,4-benzothiazepine-1-oxide p-toluenesulfonate CC1=CC=C(C=C1)S(=O)(=O)O.S1(C=CN=CC2=C1C=CC=C2)=O